N[C@H](CC1CC(C1)C(=O)O)C (1R,3S)-3-((S)-2-aminopropyl)cyclobutane-1-carboxylic acid